Cl.CC1CC2NC(C1)C2 cis-3-methyl-6-azabicyclo[3.1.1]heptane hydrochloride